C1(CC1)CN1C(=CC2=CC=CC=C12)C1=NC2=C(N1CC=1C=NN(C1)CC)C(=CC(=C2)C(=O)N2C1CCC(C2)[C@H]1N)OC (7R)-2-{2-[1-(cyclopropylmethyl)-1H-indol-2-yl]-1-[(1-ethyl-1H-pyrazol-4-yl)methyl]-7-methoxy-1H-1,3-benzodiazole-5-carbonyl}-2-azabicyclo[2.2.1]heptan-7-amine